3-(4-Fluoro-5-(4-(4-(4,4,5,5-tetramethyl-1,3,2-dioxaborolan-2-yl)phenyl)piperidin-1-yl)pyridin-2-yl)piperidine-2,6-dione FC1=CC(=NC=C1N1CCC(CC1)C1=CC=C(C=C1)B1OC(C(O1)(C)C)(C)C)C1C(NC(CC1)=O)=O